benzyl (2E)-3-{4-[2-(2-aminopyridin-3-yl)imidazo[4,5-b]pyridin-3-yl]phenyl}prop-2-enoate NC1=NC=CC=C1C1=NC=2C(=NC=CC2)N1C1=CC=C(C=C1)/C=C/C(=O)OCC1=CC=CC=C1